Methyl-(5RS)-2-[(1-methyl-1H-indazol-5-yl)methyl]-3-oxo-2,3,5,6,7,8-hexahydro[1,2,4]triazolo[4,3-a]pyridine-5-carboxylate COC(=O)[C@H]1CCCC=2N1C(N(N2)CC=2C=C1C=NN(C1=CC2)C)=O |r|